C/C(/C=C/C=O)=C\C1=CC=C(C=C1)C (2E,4E)-4-Methyl-5-(4-methylphenyl)-2,4-pentanedienal